1-(6-Isopropyl-4-((2R,3S)-2-methyl-3-((methylsulfonyl)methyl)azetidin-1-yl)pyridin-2-yl)-6-(4-methoxypyridin-3-yl)-N-methyl-1H-pyrazolo[4,3-c]pyridin-4-amine C(C)(C)C1=CC(=CC(=N1)N1N=CC=2C(=NC(=CC21)C=2C=NC=CC2OC)NC)N2[C@@H]([C@H](C2)CS(=O)(=O)C)C